CC1=C(C(NC2=NC(=CC=C12)N1CCOCC1)=O)C(\C=C\C1=CC=C(C=C1)C)=O (E)-4-methyl-7-morpholino-3-(3-(p-tolyl)acryloyl)-1,8-naphthyridin-2(1H)-one